C(C)(C)(C)OC(=O)N(CC(=O)N(C)[C@H](C(=O)OC)C)[C@@H](C)C1=C(C(=CC(=C1)F)Cl)COC1=CC=C(C=C1)OC (S)-Methyl 2-(2-(tert-butoxycarbonyl((S)-1-(3-chloro-5-fluoro-2-((4-methoxyphenoxy) methyl)phenyl)ethyl)amino)-N-methylacetamido)propanoate